OC1=C(C=C(C=C1)/C=C/C(=O)C1=CC=CC=C1)N=O (E)-3-(4-Hydroxy-3-nitrosophenyl)-1-phenylprop-2-en-1-one